C1(CC1)C(=O)NC=1SC2=C(N1)C=CC=C2 (cyclopropanecarboxamido)benzo[d]thiazol